The molecule is a long-chain (3S)-hydroxy fatty acyl-CoA that results from the formal condensation of the thiol group of coenzyme A with the carboxy group of (S)-3-hydroxypalmitic acid. It has a role as a human metabolite, a Saccharomyces cerevisiae metabolite, an Escherichia coli metabolite and a mouse metabolite. It is an 11,12-saturated fatty acyl-CoA and a long-chain (3S)-hydroxy fatty acyl-CoA. It derives from a palmitoyl-CoA and a (S)-3-hydroxypalmitic acid. It is a conjugate acid of a (S)-3-hydroxypalmitoyl-CoA(4-). CCCCCCCCCCCCC[C@@H](CC(=O)SCCNC(=O)CCNC(=O)[C@@H](C(C)(C)COP(=O)(O)OP(=O)(O)OC[C@@H]1[C@H]([C@H]([C@@H](O1)N2C=NC3=C(N=CN=C32)N)O)OP(=O)(O)O)O)O